Cl.Cl.NC=1SC2=C(N1)CCC(C2)NCCC (-)-2-amino-6-n-propylamino-4,5,6,7-tetrahydrobenzothiazole dihydrochloride